ClC1=C(C=CC(=C1OC=1C(=C2C(N(C=NC2=CC1)C)=O)F)F)NS(=O)(=O)N1CC(C(C1)F)F N-(2-chloro-4-fluoro-3-((5-fluoro-3-methyl-4-oxo-3,4-dihydroquinazolin-6-yl)oxy)phenyl)-3,4-difluoropyrrolidine-1-sulfonamide